N1CCC2(CC1)COC1=C2C=C(C=C1)C#N 2H-spiro[benzofuran-3,4'-piperidine]-5-carbonitrile